O1COC2=C1C=CC=C2S(=O)(=O)C2=CC=C(C=C2)CNC(=O)C=2C=NC=1N(C2)C=CN1 N-{[4-(2H-1,3-benzodioxole-4-sulfonyl)phenyl]methyl}imidazo[1,2-a]pyrimidine-6-carboxamide